(3-Methyl-2-benzofuranyl)ethanon CC1=C(OC2=C1C=CC=C2)C(C)=O